2-((4-((2-methoxy-3-(2-methyl-2H-tetrazol-5-yl)phenyl)amino)-2-methyl-3-oxo-2,3-dihydro-1H-pyrazolo[3,4-b]pyridin-6-yl)amino)isonicotinonitrile COC1=C(C=CC=C1C=1N=NN(N1)C)NC1=C2C(=NC(=C1)NC=1C=C(C#N)C=CN1)NN(C2=O)C